C[Si](NC(C(F)(F)Cl)=O)(C)C N-trimethylsilylchlorodifluoroacetamide